2,4-dibromo-6-(bromomethyl)phenol BrC1=C(C(=CC(=C1)Br)CBr)O